NC1CCC(CC1)NC1=NC=C(C=N1)C=CC=1C=CC(=NC1CC)NS(=O)(=O)C1=C(C=CC=C1)Cl N-(5-(2-(2-(((1r,4r)-4-aminocyclohexyl)amino)pyrimidin-5-yl)vinyl)-6-ethylpyridin-2-yl)-2-chlorobenzenesulfonamide